FC(N1N=C(C=C1)B1OC(C(O1)(C)C)(C)C)F 1-(difluoromethyl)-3-(tetramethyl-1,3,2-dioxaborolan-2-yl)-1h-pyrazole